C=CC1=CC(=CC=C1)S(=O)(=O)O.C(C=C)S(=O)(=O)OC methyl allylsulfonate, meta-styrenesulfonic acid salt